FC=1C=CN2C1C(NC1=CC(=C(C=C21)F)CN2CCC(=CC2)C=2C=NC(=CC2)C(=O)NC)=O 1'-((3,8-difluoro-4-oxo-4,5-dihydropyrrolo[1,2-a]quinoxalin-7-yl)methyl)-N-methyl-1',2',3',6'-tetrahydro-[3,4'-bipyridine]-6-carboxamide